Cl.ClCC1=NC=CC(=C1OC)OC 2-Chloromethyl-3,4-dimethoxypyridine hydrochloride